ClC1=CC=C(C(=N1)C(=O)OC)N[C@H](C)C1=C2N=C(C(=NC2=CC(=C1)C)C#N)N1CCOCC1 methyl (R)-6-chloro-3-((1-(2-cyano-7-methyl-3-morpholinoquinoxalin-5-yl)ethyl)amino)picolinate